O1[C@@H](COCC1)CN1C[C@](N(CC1)C1=NN(C(=C1)C)C1CC2(CN(C2)C(=O)OC(C)(C)C)C1)(C)CCOC Tert-butyl 6-(3-((S)-4-(((R)-1,4-dioxan-2-yl)methyl)-2-(2-methoxyethyl)-2-methylpiperazin-1-yl)-5-methyl-1H-pyrazol-1-yl)-2-azaspiro[3.3]heptane-2-carboxylate